6-allyloxy-3-[3-[[tert-butyl(dimethyl)silyl]oxymethyl]pyrazol-1-yl]-1,6-diazabicyclo[3.2.1]oct-3-en-7-one C(C=C)ON1C2C=C(CN(C1=O)C2)N2N=C(C=C2)CO[Si](C)(C)C(C)(C)C